4-chloro-3-(2-fluoro-6-hydroxyphenyl)-12-oxo-6a,7,9,10-tetrahydro-12H-pyrazino[2,1-c]Pyrido[3,4-f][1,4]Oxazepine-8(6H)-carboxylic acid tert-butyl ester C(C)(C)(C)OC(=O)N1CC2COC3=C(C(N2CC1)=O)C=NC(=C3Cl)C3=C(C=CC=C3O)F